ClC1=C(N=C(NC1=O)C1=CC=NC=C1)N1CC(OCC1)C(F)(F)F 5-chloro-2-(4-pyridinyl)-4-[2-(trifluoromethyl)morpholin-4-yl]-1H-pyrimidin-6-one